tert-butyl 3-(2-chloro-4-morpholinopyrido[3,2-d]pyrimidin-7-yl)-1H-pyrazole-1-carboxylate ClC=1N=C(C2=C(N1)C=C(C=N2)C2=NN(C=C2)C(=O)OC(C)(C)C)N2CCOCC2